tert-butyl 4-(5-(2-methoxy-2-oxoethyl)pyridin-2-yl)-2,2-dimethylpiperazine-1-carboxylate COC(CC=1C=CC(=NC1)N1CC(N(CC1)C(=O)OC(C)(C)C)(C)C)=O